(S)-ethyl 8-(2-amino-6-((R)-1-(3'-(tert-butyl)-5-chloro-[1,1-biphenyl]-2-yl)-2,2,2-trifluoroethoxy)pyrimidin-4-yl)-2,8-diazaspiro[4.5]decane-3-carboxylate NC1=NC(=CC(=N1)N1CCC2(C[C@H](NC2)C(=O)OCC)CC1)O[C@@H](C(F)(F)F)C1=C(C=C(C=C1)Cl)C1=CC(=CC=C1)C(C)(C)C